OC(C)OC(C)O 1-hydroxyethyl ether